C(C)N1C(=[N+](C=C1)CC)CC 1,2,3-triethylimidazolium